3-fluoro-2-methylbenzoic acid FC=1C(=C(C(=O)O)C=CC1)C